CO[Si](CCCN[C@@H](CC(=O)OCC)C(=O)OCC)(OC)OC diethyl (3-(trimethoxysilyl)propyl)aspartate